3-fluoroproline FC1[C@H](NCC1)C(=O)O